C(#N)[C@H]1N(CC(C1)(F)F)C(CNC(=O)C1=CC=NC2=CC=C(C=C12)C1=CC=C(OCCNC(CNC(=O)C2=CC(=C(C(=O)O)C=C2)C=2C3=CC=C(C=C3OC3=CC(C=CC23)=O)O)=O)C=C1)=O (S)-4-(2-(2-(4-(4-(2-(2-cyano-4,4-difluoropyrrolidin-1-yl)-2-oxoethylcarbamoyl)quinolin-6-yl)phenoxy)ethylamino)-2-oxoethylcarbamoyl)-2-(6-hydroxy-3-oxo-3H-xanthen-9-yl)benzoic acid